O(C1=CC=CC=C1)C(=S)NCC1(CC(CC(C1)(C)C)NC(OC1=CC=CC=C1)=S)C phenyl 3-(phenoxythiocarbonylamino-methyl)-3,5,5-trimethylcyclohexylthiocarbamate